phosphoselenoic acid P(=O)(=O)O[Se](O)(=O)=O